N-((2-(4-chlorophenyl)-5-phenyl-4,5-dihydro-oxazol-5-yl)methyl)-N,4-dimethylbenzenesulfonamide ClC1=CC=C(C=C1)C=1OC(CN1)(C1=CC=CC=C1)CN(S(=O)(=O)C1=CC=C(C=C1)C)C